BrC1=CC(=C(O[C@@H](C(=O)OC)C)C(=C1)[N+](=O)[O-])F methyl (R)-2-(4-bromo-2-fluoro-6-nitrophenoxy)propanoate